N-(4-(4-phenethyl-4-(pyridin-2-yl)piperidin-1-yl)butyl)acetamide C(CC1=CC=CC=C1)C1(CCN(CC1)CCCCNC(C)=O)C1=NC=CC=C1